CN(CCCOC1=CC=C(C=C1)C=1C=NC=2N(C1)N=CC2C2=CC=NC1=CC=CC=C21)C N,N-dimethyl-3-(4-(3-(quinolin-4-yl)pyrazolo[1,5-a]pyrimidin-6-yl)phenoxy)propan-1-amine